NC(C(=O)O)CCCCNC(=O)OCC1=CC=C(C=C1)[N+](=O)[O-] 2-amino-6-{[(p-nitrobenzyloxy)carbonyl]amino}hexanoic acid